OC1(CC(C1)C(=O)N1CC2(C1)CC(C2)C2=C(C(=CC=C2)C(F)(F)F)C)C ((1s,3s)-3-Hydroxy-3-methylcyclobutyl)(6-(2-methyl-3-(trifluoromethyl)phenyl)-2-azaspiro[3.3]heptan-2-yl)methanon